4-(1-methylindolin-3-yl)pyrimidin-2-amine CN1CC(C2=CC=CC=C12)C1=NC(=NC=C1)N